N=1C=CN2C1C=CC(=C2)OCC2CC1(CNC1)C2 6-((imidazo[1,2-a]pyridin-6-yloxy)methyl)-2-azaspiro[3.3]heptan